(S)-1-(5-(6-chloro-7-fluoro-3-(1H-imidazol-1-yl)-5-methoxy-1-methyl-1H-indol-2-yl)-1H-1,2,4-triazol-3-yl)-N-(2-methoxyethyl)ethan-1-amine ClC1=C(C=C2C(=C(N(C2=C1F)C)C1=NC(=NN1)[C@H](C)NCCOC)N1C=NC=C1)OC